3-(((3S,4S)-4-methoxytetrahydrofuran-3-yl)oxy)-1-methyl-4-nitro-1H-pyrazole CO[C@@H]1[C@H](COC1)OC1=NN(C=C1[N+](=O)[O-])C